6-bromo-2-pentyl-2,3-dihydro-1H-indene-1-one BrC1=CC=C2CC(C(C2=C1)=O)CCCCC